C[C@@H]1CN(C(=CC1)C1=CC=C2C=C(C=NC2=C1)C)C(=O)OC(C)(C)C |r| tert-Butyl rac-(3S)-3-methyl-6-(3-methyl-7-quinolyl)-3,4-dihydro-2H-pyridine-1-carboxylate